1-(2-methoxyethyl)-1H-1,3-benzodiazol COCCN1C=NC2=C1C=CC=C2